FC=1C=C(CNC=2C=C3C(=NNC3=CC2)C(C(=O)NCC)=C)C=C(C1)F (5-((3,5-difluorobenzyl)amino)-1H-indazol-3-yl)-N-ethylacrylamide